N-[(4-methoxyphenyl)methyl]({4-[2-(9-methyl-2-oxa-6,9-diazaspiro[3.5]non-6-yl)-2-oxoethyl]phenyl}amino)carboxamide COC1=CC=C(C=C1)CNC(=O)NC1=CC=C(C=C1)CC(=O)N1CC2(COC2)N(CC1)C